ethyl 3,4-dicarboxy-α-cyanocinnamate C(=O)(O)C=1C=C(C=C(C(=O)OCC)C#N)C=CC1C(=O)O